C(C)NC(C)C Ethyl-Isopropylamin